C(C(C)C)[C@@H]1C(N2[C@@H](N(O1)C(\C=C/C1=CC=CC=C1)=O)CN(C([C@@H]2CC(C)C)=O)C2CCN(CC2)C)=O (3R,6S,9aS)-3,6-diisobutyl-8-(1-methylpiperidin-4-yl)-1-((Z)-3-phenylpropenoyl)tetrahydropyrazino[2,1-c][1,2,4]oxadiazine-4,7(3H,6H)-dione